O[C@@H](CNC(OC(C)(C)C)=O)C Tert-butyl (R)-(2-hydroxypropyl)carbamate